N1[C@@H](C[C@H](O)C1)C(=O)O (2S,4S)-hydroxyproline